tert-butyl N-[5-[[2-[(2S,5S)-4,4-difluoro-2-(1H-indazol-5-yl)-5-methyl-1-piperidyl]-2-oxo-acetyl]amino]-3-ethyl-2-pyridyl]carbamate FC1(C[C@H](N(C[C@@H]1C)C(C(=O)NC=1C=C(C(=NC1)NC(OC(C)(C)C)=O)CC)=O)C=1C=C2C=NNC2=CC1)F